C(C)OC(=O)C1=CC2=NC=CC=C2N1 Pyrrolo[3,2-b]Pyridine-2-carboxylic acid ethyl ester